5-tert-butyl-N-[[4-[6-[4-[3-[4-[(2,6-dioxo-3-piperidyl)amino]phenyl]azetidin-1-yl]butyl]pyrrolo[2,1-f][1,2,4]triazin-4-yl]-2-methyl-phenyl]methyl]-1,2,4-oxadiazole-3-carboxamide C(C)(C)(C)C1=NC(=NO1)C(=O)NCC1=C(C=C(C=C1)C1=NC=NN2C1=CC(=C2)CCCCN2CC(C2)C2=CC=C(C=C2)NC2C(NC(CC2)=O)=O)C